2-(2-chloro-3-formylphenyl)acetonitrile ClC1=C(C=CC=C1C=O)CC#N